COC(=O)C=1C(N(C2=NC(=CC=C2C1N)N1N=CN=C1)C1=CC=C(C=C1)C(C)O)=O 4-Amino-1-(4-(1-hydroxyethyl)phenyl)-2-oxo-7-(1H-1,2,4-triazol-1-yl)-1,2-dihydro-1,8-naphthyridine-3-carboxylic acid methyl ester